2,2,2-trichloroethyl(5-methyl-6-(trifluoromethyl)-2,3-dihydro-1H-inden-4-yl)carbamate ClC(COC(NC1=C2CCCC2=CC(=C1C)C(F)(F)F)=O)(Cl)Cl